1-(4-methylpiperidin-4-yl)-3-{[4-(propan-2-yloxy)phenyl]Methyl}urea CC1(CCNCC1)NC(=O)NCC1=CC=C(C=C1)OC(C)C